CC1=C(COCCN)C=CC=C1 1-(2-methylbenzyloxy)-2-ethylamine